4-[5-(2-aminoethyl)pyrimidin-2-yl]-3-[2-methyl-6-[(3-methyloxetan-3-yl)methoxy]pyrimidin-4-yl]oxybenzonitrile NCCC=1C=NC(=NC1)C1=C(C=C(C#N)C=C1)OC1=NC(=NC(=C1)OCC1(COC1)C)C